1H-benzo[e]indole C1C=NC=2C=CC3=C(C12)C=CC=C3